2-(3,4-difluorophenyl)cyclopropane-1-carboxylic acid FC=1C=C(C=CC1F)C1C(C1)C(=O)O